CC1(CN(C1)C1=NC(=NC=C1C)NC1=CC(=NS1)C)CNC(OC(C)(C)C)=O tert-butyl ((3-methyl-1-(5-methyl-2-((3-methylisothiazol-5-yl)amino)pyrimidin-4-yl)azetidin-3-yl)methyl)carbamate